(3-(4-(4-(3-(4-(2-(2,6-dioxopiperidin-3-yl)-1,3-dioxoisoindolin-5-yl)piperidin-1-yl)propyl)piperazin-1-yl)benzoyl)-2-(4-fluorophenyl)benzo[b]thiophen-6-yl)boronic acid O=C1NC(CCC1N1C(C2=CC=C(C=C2C1=O)C1CCN(CC1)CCCN1CCN(CC1)C1=CC=C(C(=O)C=2C3=C(SC2C2=CC=C(C=C2)F)C=C(C=C3)B(O)O)C=C1)=O)=O